C(C)(=O)OC=1C=CC(=C(NC(CC(=O)C)=O)C1)OC 5'-acetoxy-2'-methoxyacetoacetanilide